CN1[C@@H]([C@H](CC1=O)C(=O)NCCCN1CCN(CC1)CCCNC(=O)C1CCC(CC1)C(=O)O)C=1C=NC=CC1 (1s,4s)-4-((3-(4-(3-((2S,3S)-1-Methyl-5-oxo-2-(pyridin-3-yl)pyrrolidine-3-carboxamido)propyl)piperazin-1-yl)propyl)carbamoyl)cyclohexane-1-carboxylic acid